(S)-(+)-citral CC(C)=CCCC(C)=CC=O